rel-5-(2-fluoro-6-hydroxy-3-(((1R,6R,7R)-3-(methylsulfonyl)-3-azabicyclo[4.1.0]heptan-7-yl)ethynyl)phenyl)-1,2,5-thiadiazolidin-3-one 1,1-dioxide FC1=C(C(=CC=C1C#C[C@@H]1[C@H]2CCN(C[C@@H]12)S(=O)(=O)C)O)N1CC(NS1(=O)=O)=O |o1:9,10,15|